(2R,3R,4S,5R,6S)-5-(benzo[d][1,3]dioxol-5-ylmethoxy)-2-(hydroxymethyl)-4-(4-(3,4,5-trifluorophenyl)-1H-1,2,3-triazol-1-yl)-1,7-dioxaspiro[5.5]undecan-3-ol O1COC2=C1C=CC(=C2)CO[C@@H]2[C@H]([C@H]([C@H](O[C@]21OCCCC1)CO)O)N1N=NC(=C1)C1=CC(=C(C(=C1)F)F)F